tert-Butyl 4-((2-amino-6-(trifluoromethyl)phenyl)amino)piperidine-1-carboxylate NC1=C(C(=CC=C1)C(F)(F)F)NC1CCN(CC1)C(=O)OC(C)(C)C